2-(4-bromophenyl)-1,2,3,4-tetrahydroisoquinoline-1-carbonitrile BrC1=CC=C(C=C1)N1C(C2=CC=CC=C2CC1)C#N